Ethyl 2-(2-chloro-5-(2-hydroxypropan-2-yl)-8-oxothieno[2',3':4,5]pyrrolo[1,2-d][1,2,4]triazin-7(8H)-yl)acetate ClC1=CC2=C(C=C3N2C(=NN(C3=O)CC(=O)OCC)C(C)(C)O)S1